(S)-2-hydroxy-3-((S)-2-((1-(4-methoxybenzyl)-6-oxo-5-(trisFluoromethyl)-1,6-dihydropyridazin-4-yl)amino)propoxy)propionate O[C@H](C(=O)[O-])COC[C@H](C)NC=1C=NN(C(C1C(F)(F)F)=O)CC1=CC=C(C=C1)OC